C1(CC1)NS(=O)(=O)CCCN1C2=NC=NC(=C2N=C1SC=1C=C2C(CCC2=CC1I)=O)N 3-[6-Amino-8-(6-iodo-3-oxo-indan-5-ylsulfanyl)-purin-9-yl]-propane-1-sulfonic acid cyclopropylamide